(1,3-dimethyl-1H-pyrazol-5-yl)(5,5-dimethyl-8-(4-morpholinopiperidin-1-yl)-1,3,4,5-tetrahydro-2H-benzo[c]azepin-2-yl)methanone zinc molybdenum nitrogen [N].[Mo].[Zn].CN1N=C(C=C1C(=O)N1CC2=C(C(CC1)(C)C)C=CC(=C2)N2CCC(CC2)N2CCOCC2)C